CC(C=O)(C)OC1CCNCC1 2-methyl-2-(piperidin-4-yloxy)propan-1-one